ClC=1C=NC=C(C1[C@@H](C)OC=1C=C2C(=NNC2=CC1)C1=CC=C(N=N1)N1CC(C1)(N)CCS(=O)(=O)C)Cl (R)-1-(6-(5-(1-(3,5-dichloropyridin-4-yl)ethoxy)-1H-indazol-3-yl)pyridazin-3-yl)-3-(2-(methylsulfonyl)ethyl)azetidin-3-amine